ClC1(CC2C(C=C1)S2)Cl 4,4-dichlorobenzene sulfide